butyl 4-(4-piperidylmethyl)piperazine-1-carboxylate N1CCC(CC1)CN1CCN(CC1)C(=O)OCCCC